2-oxopropane-1,3-diyl bis(2-methylpropanoate) CC(C(=O)OCC(COC(C(C)C)=O)=O)C